3-(2,2-difluoroethoxy)isoxazole-4-carboxylic acid FC(COC1=NOC=C1C(=O)O)F